2-((S)-1-(4-((S)-2-(5-chloropyridin-2-yl)-2-methylbenzo[d][1,3]dioxolan-4-yl)-piperidin-1-yl)ethyl)-1-(((S)-oxetan-2-yl)methyl)-1H-benzo[d]imidazole-6-carboxylic acid ClC=1C=CC(=NC1)[C@@]1(OC2=C(O1)C=CC=C2C2CCN(CC2)[C@@H](C)C2=NC1=C(N2C[C@H]2OCC2)C=C(C=C1)C(=O)O)C